FC1=C(C=CC=C1OC)C1=NC(=C2NC=NC2=N1)NCC1=CC=C(C=C1)C=1N(C=C(N1)C(F)(F)F)C 2-(2-fluoro-3-methoxyphenyl)-N-(4-(1-methyl-4-(trifluoromethyl)-1H-imidazol-2-yl)benzyl)-7H-purin-6-amine